COC=1C=C(CN2C(N3C(C4=C2C=C(C=N4)N4CC2(COC2)C4)=NC(=C3C)C)=O)C=C(C1)OC 6-(3,5-dimethoxybenzyl)-2,3-dimethyl-8-(2-oxa-6-azaspiro[3.3]heptan-6-yl)imidazo[1,2-c]pyrido[2,3-e]pyrimidin-5(6H)-one